6-(1-(1-acetylpiperidin-4-yl)-5-fluoro-3-methyl-1H-pyrazol-4-yl)-4-((3-fluoropyridin-2-yl)thio)pyrazolo[1,5-a]pyridine-3-carbonitrile C(C)(=O)N1CCC(CC1)N1N=C(C(=C1F)C=1C=C(C=2N(C1)N=CC2C#N)SC2=NC=CC=C2F)C